C1(=CC=CC=C1)C1=C(C=CC(=C1)C1=CC=C(C=C1)C)C1=CC=C(C=C1)CCCCCCCC phenyl-4-(4-methylphenyl)-4'-octylbiphenyl